ON[C@@H](CCCNC(N)=N)C(=O)O N-hydroxyL-arginine